FC(S(=O)(=O)N(S(=O)(=O)C(F)(F)F)C1=CC=CC=C1)(F)F 1,1,1-trifluoro-N-phenyl-N-((trifluoromethyl)sulfonyl)methanesulfonamid